N-(2-(3-(4-(3-(5-(2H-Tetrazol-5-yl)benzo[c]isoxazol-3-yl)phenoxy)piperidin-1-yl)-3-oxopropoxy)ethyl)-2-(adamantan-1-yl)acetamide N=1NN=NC1C1=CC=2C(=NOC2C=2C=C(OC3CCN(CC3)C(CCOCCNC(CC34CC5CC(CC(C3)C5)C4)=O)=O)C=CC2)C=C1